COC(=O)C1=CC=NC2=CC=C(C=C12)[C@@H](C)C=1C=NC(=CC1)C |r| rac-(R)-6-(1-(6-methylpyridin-3-yl)ethyl)quinoline-4-carboxylic acid methyl ester